C1=CC=CC=2OC3=CC=CC=C3C3(C12)C1=CC=CC=C1C=1C=CC=CC13 spiro[fluorene-9,9-xanthene]